Yttrium (III) triflat [O-]S(=O)(=O)C(F)(F)F.[Y+3].[O-]S(=O)(=O)C(F)(F)F.[O-]S(=O)(=O)C(F)(F)F